CC(C[C@H](COC1=NC(=NC(=C1)C1=C(C=CC=C1C)C)NS(=O)(=O)C=1C=C(C(=O)O)C=CC1)NCC1=NC=C(C=C1)N1CCOCC1)(C)C 3-[[4-[(2R)-4,4-dimethyl-2-[(5-morpholino-2-pyridyl)methylamino]pentoxy]-6-(2,6-dimethylphenyl)pyrimidin-2-yl]sulfamoyl]benzoic acid